ClCC1=CC=C(C=C1)OC(C)C 1-(chloromethyl)-4-isopropoxy-benzene